1-(4-((1R,2S)-2-cyclohexyl-6-hydroxy-1,2,3,4-tetrahydronaphthalen-1-yl)-3-fluorophenyl)piperidine-4-carbaldehyde C1(CCCCC1)[C@H]1[C@H](C2=CC=C(C=C2CC1)O)C1=C(C=C(C=C1)N1CCC(CC1)C=O)F